BrC1=COC2=C1C=CC=C2CO (3-bromobenzofuran-7-yl)methanol